BrC=1C=C(C=C)C=C(C1)Br 3,5-dibromostyrene